O1[C@H]2[C@@H](N(CC1)C1=CC(=C(N=N1)C1=C(C=C(C=C1)C)O)C(F)F)CNCC2 2-[6-[(4aS,8aR)-2,3,4a,5,6,7,8,8a-octahydropyrido[4,3-b][1,4]oxazin-4-yl]-4-(difluoromethyl)pyridazin-3-yl]-5-methyl-phenol